COC(/C(=N/OCC)/C1=C(C=CC=C1)CBr)=O (E)-Methyl-2-(2-bromomethyl-phenyl)-2-methoxyiminoacetic acid Methyl ester